[5-[3-chloro-6-fluoro-2-[2-(4-fluorophenyl)ethynyl]phenyl]-1,3-dimethyl-6-oxo-pyridazin-4-yl] 2-methylpropanoate CC(C(=O)OC=1C(=NN(C(C1C1=C(C(=CC=C1F)Cl)C#CC1=CC=C(C=C1)F)=O)C)C)C